[Cs].[Sb] antimony-cesium